C(\C=C/C=C\CCCC)=O (2Z,4Z)-nonadienal